Cl.C(C)N=C=NCCCN(C)C 1-ethyl-3-[3-(dimethylamino)propyl]carbodiimide HCl